BrC=1C(=NC(=CC1)C#CCOC1OCCN1)C(F)F 3-bromo-2-(difluoromethyl)-6-[3-(oxazolidin-2-yloxy)prop-1-yn-1-yl]pyridine